4-FLUORO-2-AZABICYCLO[2.1.1]HEXANE-1-CARBOXYLIC ACID FC12CNC(C1)(C2)C(=O)O